Ethyl 1-(methyl-d3)-1H-imidazole-2-carboxylate C(N1C(=NC=C1)C(=O)OCC)([2H])([2H])[2H]